FC(S(=O)(=O)[Li])(F)F trifluoromethylsulfonyl-lithium